2-[3-(2-{4-[5-ethyl-3-(2-hydroxyphenyl)pyrrolo[3,2-c]pyridazin-6-yl]piperidin-1-yl}pyrimidin-5-yl)-1,2-oxazol-5-yl]-3-methylbutanoic acid C(C)N1C(=CC=2N=NC(=CC21)C2=C(C=CC=C2)O)C2CCN(CC2)C2=NC=C(C=N2)C2=NOC(=C2)C(C(=O)O)C(C)C